N1C(NCCCC1)=O 1,3-diazacycloheptan-2-one